OC1=C(C=C(C=C1C(C)(C)C)CCC(=O)O)C(C)(C)C β-(4-hydroxyl-3,5-Di-tert-butylphenyl)propanoic acid